benzyl ((2R,3S)-4-(4-(benzyloxy)phenyl)-3-(((((3R,3aS,6aR)-hexahydrofuro[2,3-b]furan-3-yl) oxy)carbonyl)amino)-2-hydroxybutyl)(isobutyl)carbamate C(C1=CC=CC=C1)OC1=CC=C(C=C1)C[C@@H]([C@@H](CN(C(OCC1=CC=CC=C1)=O)CC(C)C)O)NC(=O)O[C@H]1CO[C@H]2OCC[C@H]21